(R)-6-bromo-N2-(1-(2,4-dichlorophenyl)ethyl)pyridine-2,3-diamine BrC1=CC=C(C(=N1)N[C@H](C)C1=C(C=C(C=C1)Cl)Cl)N